2-(6-(((1S,4S,5S,6S)-6-fluoro-1,2,4-trimethyl-2-azabicyclo[2.2.1]heptan-5-yl)oxy)pyridazin-3-yl)-5-(1H-imidazol-1-yl)phenol F[C@@H]1[C@H]([C@@]2(CN([C@]1(C2)C)C)C)OC2=CC=C(N=N2)C2=C(C=C(C=C2)N2C=NC=C2)O